OC(C)C1=CC=C(OC2(CC2)C(=O)OC)C=C1 methyl 1-(4-(1-hydroxyethyl)phenoxy)cyclopropanecarboxylate